tert-Butyl (S)-3-(3-(chroman-4-ylcarbamoyl)-4-(dimethylamino)quinolin-8-yl)azetidine-1-carboxylate O1CC[C@@H](C2=CC=CC=C12)NC(=O)C=1C=NC2=C(C=CC=C2C1N(C)C)C1CN(C1)C(=O)OC(C)(C)C